9-(2-methylpropan-1-en-1-ylidene)-9H-fluorene CC(=C=C1C2=CC=CC=C2C=2C=CC=CC12)C